The molecule is a hydroxamic acid anion resulting from the removal of a proton from each of the hydroxamic acid groups of desferrialbomycin delta2. It is a conjugate base of a desferrialbomycin delta2. CC(=O)N(CCC[C@@H](C(=O)N[C@@H](CCCN(C(=O)C)[O-])C(=O)N[C@@H](CCCN(C(=O)C)[O-])C(=O)N[C@@H](CO)C(=O)N[C@H]([C@@H]([C@@H]1[C@@H]([C@H]([C@@H](S1)N2C=C/C(=N\\C(=O)N)/N(C2=O)C)O)O)O)C(=O)O)N)[O-]